O=C1C(=C2C(=NN1)[C@@H](CC2)NC(COC2CCN(CC2)C2=NC=C(C=N2)C(F)(F)F)=O)C(F)(F)F |r| rac-N-(3-Oxo-4-(trifluoromethyl)-3,5,6,7-tetrahydro-2H-cyclopenta[c]pyridazin-7-yl)-2-((1-(5-(trifluoromethyl)pyrimidin-2-yl)piperidin-4-yl)oxy)acetamide